FC(C=1C=C(C=C(C1)C(F)(F)F)C(C(=O)N(C)C=1C(=C2C(=NC1)N(N=C2)CS(=O)(=O)C)C2=C(C=C(C=C2)F)C)(C)C)(F)F 2-(3,5-bis-trifluoromethyl-phenyl)-N-[4-(4-fluoro-2-methyl-phenyl)-1-methanesulfonylmethyl-1H-pyrazolo[3,4-b]pyridin-5-yl]-N-methyl-isobutyramide